N-(2-bicyclopropyl-2-ylphenyl)-3-difluoromethyl-1-methylpyrazol-4-ylcarboxamide C1(C(C1)C1=C(C=CC=C1)NC(=O)C=1C(=NN(C1)C)C(F)F)C1CC1